C(C)(C)(C)OC(=O)NC1=CC(=C(C=N1)N1C=C(C(C2=CC(=C(C=C12)F)Cl)=O)C(=O)OCC)C ethyl 1-(6-{[(tert-butoxy) carbonyl] amino}-4-methylpyridin-3-yl)-6-chloro-7-fluoro-4-oxo-1,4-dihydroquinoline-3-carboxylate